C(CCCCCCCCCCCCCCC)(=O)CS(=O)(=O)O palmitoyl-methanesulfonic acid